N\C(\C(F)F)=N/NC1=CC=C(C=N1)C(=O)O 6-[(2Z)-2-(1-amino-2,2-difluoro-ethylidene)hydrazino]pyridine-3-carboxylic acid